C(C)OC(CN(C(F)(F)F)C1=CC=C(C=C1)F)=O N-(4-fluorophenyl)-N-(trifluoromethyl)glycine ethyl ester